9,10-difluoro-6-({[(2-methoxypyridin-4-yl)methyl][(3S)-1-(6-nitropyridin-3-yl)hexahydropyridin-3-yl]amino}methyl)-3-methyl-3,7-dihydro-2H-[1,4]oxazino[2,3,4-ij]quinolin-7-one FC=1C=C2C(C(=CN3C2=C(C1F)OCC3C)CN([C@@H]3CN(CCC3)C=3C=NC(=CC3)[N+](=O)[O-])CC3=CC(=NC=C3)OC)=O